ClC1=C(C=CC=C1Cl)N1CCN(CC1)CC[C@@H]1C[C@H](C1)NC(=O)C=1OC=CN1 N-(trans-3-(2-(4-(2,3-dichlorophenyl)piperazine-1-yl)ethyl)cyclobutyl)oxazole-2-formamide